2-(1H-indol-1-yl)acetic acid N1(C=CC2=CC=CC=C12)CC(=O)O